2-(6-Methoxy-2-methylquinolin-4-yl)-5-(1-methyl-3-(trifluoromethyl)-1H-pyrazol-4-yl)-7-((2-nitro-1H-imidazol-1-yl)methyl)-3,4-dihydroisoquinolin COC=1C=C2C(=CC(=NC2=CC1)C)N1CC2=CC(=CC(=C2CC1)C=1C(=NN(C1)C)C(F)(F)F)CN1C(=NC=C1)[N+](=O)[O-]